5-(1,1-difluoro-2-(4-hydroxypiperidin-1-yl)-2-oxoethyl)-N-(4-fluoro-3-methylphenyl)-1-methyl-1H-pyrrole-2-carboxamide FC(C(=O)N1CCC(CC1)O)(F)C1=CC=C(N1C)C(=O)NC1=CC(=C(C=C1)F)C